FC=1C(=NC=NC1)NC(CN1C(C2=CC(=CC=C2C(=N1)C(C)C)C(F)(F)F)=O)=O N-(5-fluoropyrimidin-4-yl)-2-[1-oxo-4-propan-2-yl-7-(trifluoromethyl)phthalazin-2-yl]acetamide